N-Methyl-N-(2-((4aS,5aR)-5a-methyl-1,4,4a,5,5a,6-hexahydrocyclopropa[f]indazol-3-yl)-1H-imidazo[4,5-b]pyridin-6-yl)-2-(2-oxo-1,3-oxazinan-3-yl)acetamide CN(C(CN1C(OCCC1)=O)=O)C=1C=C2C(=NC1)N=C(N2)C2=NNC=1C[C@@]3([C@H](CC21)C3)C